C(#N)N=C(NCC(CC1=CC=C(C=C1)O)N(C)C)NCCC1=CC=CC=C1 2-cyano-1-(2-(dimethylamino)-3-(4-hydroxyphenyl)propyl)-3-phenethylguanidine